2-(1,4-diazacycloheptan-1-yl)-4-isobutyl-benzonitrile hydrochloride Cl.N1(CCNCCC1)C1=C(C#N)C=CC(=C1)CC(C)C